N1(C=NC=C1)CCCNC(=O)C1=NN2C(N=C(C=C2N2CC3CC3C2)C2=CC=CC=C2)=C1 N-(3-(1H-Imidazol-1-yl)propyl)-7-(3-azabicyclo[3.1.0]hexan-3-yl)-5-phenylpyrazolo[1,5-a]pyrimidine-2-carboxamide